2-amino-7-butyl-9-((2r,3s,4r,5r)-4-fluoro-3-hydroxy-5-((S)-1-hydroxypropyl)tetrahydrofuran-2-yl)-6-methoxy-7,9-dihydro-8H-purin-8-one NC1=NC(=C2N(C(N(C2=N1)[C@@H]1O[C@@H]([C@@H]([C@H]1O)F)[C@H](CC)O)=O)CCCC)OC